3-(5-(furan-2-yl)-3-(trifluoromethyl)-1H-pyrazol-1-yl)benzonitrile O1C(=CC=C1)C1=CC(=NN1C=1C=C(C#N)C=CC1)C(F)(F)F